1,2-dimethylethylene-diamine CC(C(N)C)N